CC1COC2=C(O1)C=CC(=C2)C2=C(C(=CC=C2)Br)Cl methyl-6-(2-chloro-3-bromophenyl)-1,4-benzodioxane